tert-Butyl-(5RS)-2-(3-methoxybenzyl)-3-oxo-2,3,5,6,7,8-hexahydro[1,2,4]triazolo[4,3-a]pyridine-5-carboxylate C(C)(C)(C)OC(=O)[C@H]1CCCC=2N1C(N(N2)CC2=CC(=CC=C2)OC)=O |r|